C(C)(C)C1=C(C(=CC=C1)C(C)C)N1C(N(C=C1)C1=C(C=CC=C1C(C)C)C(C)C)=[Pd-3](Cl)(Cl)C1=NC=CC=C1Cl (1,3-bis(2,6-diisopropylphenyl)imidazolylidene)(3-chloropyridyl)dichloropalladium (II)